C(=C)OC(F)(F)F perfluoromethyl vinyl ether